(2,6-Dichloropyridin-4-yl)methyl (2-chloroacetyl)-L-leucinate ClCC(=O)N[C@@H](CC(C)C)C(=O)OCC1=CC(=NC(=C1)Cl)Cl